CN1C(=NC=2C=NC(=CC21)OC2=NC=CN=C2OCC(F)(F)F)C(=O)NC2(CCS(CC2)(=O)=O)C 1-methyl-N-(4-methyl-1,1-dioxo-thian-4-yl)-6-[3-(2,2,2-trifluoroethoxy)pyrazin-2-yl]oxy-imidazo[4,5-c]pyridine-2-carboxamide